OC=1C(CCOC1CC1=CC(=C(C=C1)O)OC)=O 5-hydroxy-6-[(4-hydroxy-3-methoxyphenyl)methyl]-2,3-dihydropyran-4-one